FC(CN1C=NC2=C1C=C(C=C2F)C=2C=CN1N=C(N=C(C12)OC)N[C@@H]1[C@@H](CN(CC1)C1COC1)F)F 5-(1-(2,2-Difluoroethyl)-4-fluoro-1H-benzo[d]imidazol-6-yl)-N-((3R,4S)-3-fluoro-1-(oxetan-3-yl)piperidin-4-yl)-4-methoxypyrrolo[2,1-f][1,2,4]triazin-2-amine